FC1=C2C=CN(C2=C(C=C1)C(=O)NC1CC2(CCC2)C1)CC1=CC=C(C=C1)C1=NC(=CC=C1)C(NC)=O (Ra)-6-(4-Fluoro-1-(4-(6-(methylcarbamoyl)pyridin-2-yl)benzyl)-1H-indol-7-carboxamido)spiro[3.3]heptan